O=C1NC(CCC1N1C(C2=CC=CC(=C2C1=O)NCC1=CC(=C(C=C1)CN1CCC(CC1)(OC)CC)F)=O)=O 2-(2,6-dioxopiperidin-3-yl)-4-(4-((4-ethyl-4-methoxypiperidin-1-yl)methyl)-3-fluorobenzylamino)isoindoline-1,3-dione